1-cyclopropyl-6-methoxy-5-(4,4,5,5-tetramethyl-1,3,2-dioxaborolan-2-yl)benzimidazole C1(CC1)N1C=NC2=C1C=C(C(=C2)B2OC(C(O2)(C)C)(C)C)OC